methyl ((1R,3R)-3-(3-methyl-2-oxo-6-((6-(quinolin-6-yloxy)pyridin-2-yl)amino)-2,3-dihydro-1H-imidazo[4,5-c]pyridin-1-yl)cyclopentyl)carbamate CN1C(N(C2=C1C=NC(=C2)NC2=NC(=CC=C2)OC=2C=C1C=CC=NC1=CC2)[C@H]2C[C@@H](CC2)NC(OC)=O)=O